methyl (S)-2-(4-isobutylphenyl)propionate C(C(C)C)C1=CC=C(C=C1)[C@@H](C(=O)OC)C